O(C1=CC=CC=C1)C1=CC=C(C=C1)C1=NN(C2=NC=NC(=C21)N)C2CN(CCC2)S(=O)(=O)C2=C(C(=C(C(=C2OC)F)F)F)F 3-(4-phenoxyphenyl)-1-(1-((2,3,4,5-tetrafluoro-6-methoxyphenyl)sulfonyl)piperidin-3-yl)-1H-pyrazolo[3,4-d]pyrimidin-4-amine